Cl.N[C@@H]1CN(CCCC1)C1=NN(C(C2=CC=CC=C12)=O)C1=CC=C(C=C1)F (S)-4-(3-Aminoazepan-1-yl)-2-(4-fluorophenyl)phthalazin-1(2H)-one hydrochloride